FC1=CC=C(C=N1)C1=NC2=CC=C3C(=C2C=2CCCCC12)C=CN3 7-(6-fluoropyridin-3-yl)-8,9,10,11-tetrahydro-3H-pyrrolo[3,2-a]phenanthridine